C1(=CC=CC=C1)NC1=C(C=CC=C1)NC1=CC=CC=C1 N,N'-diphenyl-1,2-phenylenediamine